COC(=O)C1CC2(C1)CC(C2)NC(=O)C=2C=CC(=C1C=NN(C21)C(C)C=2C=NC(=CC2)C2CC2)C#CC 6-(1-(1-(6-cyclopropylpyridin-3-yl)ethyl)-4-(Propan-1-yn-1-yl)-1H-indazole-7-carboxamido)spiro[3.3]heptane-2-carboxylic acid methyl ester